BrC1=NN2C(N=C(C=C2NCC2(CC(CC2)O)C=2C=NC=CC2)C(F)(F)F)=C1 3-(((2-Bromo-5-(trifluoromethyl)pyrazolo[1,5-a]pyrimidin-7-yl)amino)methyl)-3-(pyridin-3-yl)cyclopentan-1-ol